NC1=NC2=CC(=CC=C2C=C1Br)CCC1SC(C(C1O)O)N1C=CC2=C1N=CN=C2C 2-(2-amino-3-bromoquinolin-7-yl-ethyl)-5-(4-methyl-7H-pyrrolo[2,3-d]pyrimidin-7-yl)tetrahydrothiophene-3,4-diol